di-(3,3,5-trimethylhexanoyl) Peroxide CC(CC(=O)OOC(CC(CC(C)C)(C)C)=O)(CC(C)C)C